N-(phenyl((R)-pyrrolidin-2-yl)methyl)-4-(1H-pyrrolo[2,3-b]pyridin-4-yl)-3,4-dihydro-2H-1,4-thiazine-6-carboxamide hydrochloride Cl.C1(=CC=CC=C1)C(NC(=O)C1=CN(CCS1)C1=C2C(=NC=C1)NC=C2)[C@@H]2NCCC2